O=C1NC2(CCC2)C(N1C1CC2(CC(C2)OC2=NC=CC=C2C(=O)N)C1)=O 2-{[(αR)-6-{6,8-dioxo-5,7-diazaspiro[3.4]octan-7-yl}spiro[3.3]heptan-2-yl]oxy}pyridine-3-carboxamide